1-((3R,5R,8S,9S,10R,13S,14S,17S)-10-Fluoro-3-hydroxy-3,13-dimethylhexadecahydro-1H-cyclopenta[a]phenanthren-17-yl)-2-(4,5,6,7-tetrahydro-1H-indazol-1-yl)ethan-1-one F[C@]12[C@H]3CC[C@@]4([C@H](CC[C@H]4[C@@H]3CC[C@@H]2C[C@](CC1)(C)O)C(CN1N=CC=2CCCCC12)=O)C